BrCC1=C(C=C(C(=O)OC)C=C1OC)F methyl 4-(bromomethyl)-3-fluoro-5-methoxybenzoate